2-methoxyindoline COC1NC2=CC=CC=C2C1